(4-fluoro-5-(2-morpholinoethyl)-2-(piperidin-1-yl)phenyl)-5-(1H-pyrazol-4-yl)furan-2-carboxamide bis(sulfosuccinimidyl)suberate S(=O)(=O)(O)C1C(=O)N(C(C1)=O)C(C(=O)O)(CCCCCC(=O)O)N1C(C(CC1=O)S(=O)(=O)O)=O.FC1=CC(=C(C=C1CCN1CCOCC1)C1=C(OC(=C1)C=1C=NNC1)C(=O)N)N1CCCCC1